CN1N=NC2=C1C(=CC(=C2C)CCC(=O)O)OC(F)(F)F 1,4-dimethyl-7-(trifluoromethoxy)-1H-benzotriazole-5-propanoic acid